FC1(CN(C1)C(CN1N=CC2=NC=C(C=C21)C2=CC(=C(C=C2)F)F)=O)F 1-(3,3-Difluoroazetidin-1-yl)-2-[6-(3,4-difluorophenyl)pyrazolo[4,3-b]pyridin-1-yl]ethanone